NC=1C(=C(C=CC1)C(=O)C1=CN(C2=NC=C(C=C21)Br)C(C2=C(C=CC=C2Cl)Cl)=O)Br (3-Amino-2-bromo-phenyl)-[5-bromo-1-(2,6-dichlorobenzoyl)pyrrolo[2,3-b]pyridin-3-yl]methanone